FC(C1=CC=C(C=C1)C1=NOC(=N1)C1CCN(CC1)C(=O)OC(C)(C)C)(F)F tert-Butyl 4-(3-(4-(trifluoromethyl)phenyl)-1,2,4-oxadiazol-5-yl)piperidine-1-carboxylate